1-(3-(2-(difluoromethyl)pyridin-4-yl)-2-(4-fluorophenyl)-6,7-dihydropyrazolo[1,5-a]pyrazin-5(4H)-yl)ethan-1-one FC(C1=NC=CC(=C1)C=1C(=NN2C1CN(CC2)C(C)=O)C2=CC=C(C=C2)F)F